4-(2-(Dimethylamino)propan-2-yl)-N'-(1,2,3,5,6,7-hexahydro-s-indacen-4-ylcarbamoyl)benzenesulfonimidamide CN(C(C)(C)C1=CC=C(C=C1)S(=O)(N)=NC(NC1=C2CCCC2=CC=2CCCC12)=O)C